C1(CCCC1)CC=1C=2N(C=C(N1)C(N)=N)C=CN2 8-(Cyclopentylmethyl)imidazo[1,2-a]pyrazine-6-carboximidamide